1-(6-(4-(dimethoxymethyl)piperidin-1-yl)pyridin-3-yl)-3-(4-phenoxyphenyl)-1H-pyrazolo[3,4-d]pyrimidin-4-amine COC(C1CCN(CC1)C1=CC=C(C=N1)N1N=C(C=2C1=NC=NC2N)C2=CC=C(C=C2)OC2=CC=CC=C2)OC